C[Si](O[Si](O[Si](C)(C)C)(C)O[Si](O[Si](O[Si](C)(C)C)(O[Si](C)(C)C)C)(O[Si](O[Si](C)(C)C)(O[Si](C)(C)C)C)CCCCCCC(=O)O)(C)C 7-(5-((1,1,1,3,5,5,5-heptamethyltrisiloxan-3-yl)oxy)-1,1,1,3,7,9,9,9-octamethyl-3,7-bis((trimethylsilyl)oxy)pentasiloxan-5-yl)heptanoic acid